4-((2S,5R)-2,5-dimethyl-4-((R)-2-methyl-1-(3-(trifluoromethyl)phenyl)propyl)piperazin-1-yl)-2-methyl-1-(((S)-tetrahydrofuran-2-yl)methyl)-1H-[1,2,4]triazolo[3,4-b]purine C[C@@H]1N(C[C@H](N(C1)[C@H](C(C)C)C1=CC(=CC=C1)C(F)(F)F)C)C=1C=2N=C(N(C2N2C(N1)=NN=C2)C[C@H]2OCCC2)C